FC1=CC=C(C=C1)C#CC(C1=CC=CC=C1)NC1=NC=CC=C1 N-(3-(4-fluorophenyl)-1-phenylprop-2-yn-1-yl)pyridin-2-amine